(S)-N-(2-ethynyl-thiazol-4-yl)-2-(hydroxymethyl)-4-(3'-(pyrrolidin-1-yl)-[1,1'-biphenyl]-4-yl)piperazine-1-carboxamide C(#C)C=1SC=C(N1)NC(=O)N1[C@@H](CN(CC1)C1=CC=C(C=C1)C1=CC(=CC=C1)N1CCCC1)CO